1-(2-(3-(methylsulfonyl)-4-((1-(methylsulfonyl)piperidin-4-yl)methoxy)benzyl)isoindolin-5-yl)prop-2-en-1-one CS(=O)(=O)C=1C=C(CN2CC3=CC=C(C=C3C2)C(C=C)=O)C=CC1OCC1CCN(CC1)S(=O)(=O)C